C(C)(C)(C)OC(=O)N1CCC(CC1)C1=CC=C(C=C1)C1=CC=2C(=NC=C(C2S1)C(N)=O)N1C[C@@H](CCC1)N1C(N(CC1)C)=O 4-(4-(7-carbamoyl-4-((R)-3-(3-methyl-2-oxoimidazolin-1-yl)piperidin-1-yl)thieno[3,2-c]pyridin-2-yl)phenyl)piperidine-1-carboxylic acid tert-butyl ester